4-methoxyphenyl 3,6-di-O-benzyl-2-Deoxy-2-{[(2,2,2-trichloroethoxy)carbonyl]amino}-β-D-glucopyranoside C(C1=CC=CC=C1)O[C@@H]1[C@H]([C@H](OC2=CC=C(C=C2)OC)O[C@@H]([C@H]1O)COCC1=CC=CC=C1)NC(=O)OCC(Cl)(Cl)Cl